tert-butyl 2-(3-fluoro-4-(6-methoxy-7-(((R)-1-methylpiperidin-3-yl)carbamoyl)benzo[d]imidazo[2,1-b]thiazol-2-yl)phenyl)pyrrolidine-1-carboxylate FC=1C=C(C=CC1C=1N=C2SC3=C(N2C1)C=C(C(=C3)C(N[C@H]3CN(CCC3)C)=O)OC)C3N(CCC3)C(=O)OC(C)(C)C